O[C@H]1[C@H](C2=CC=CC=C2CC1)NC(O)=O.FC(C=1C(=C2C=NNC2=C(C1F)NC(C)C)C=1N=CC=2N(C1)C=C(N2)NC(CC)=O)F N-(6-(5-(difluoromethyl)-6-fluoro-7-(isopropylamino)-1H-indazol-4-yl)imidazo[1,2-a]pyrazin-2-yl)propionamide (1S,2R)-2-Hydroxy-1,2,3,4-tetrahydronaphthalin-1-yl-carbamat